C[Si](N([Si](C)(C)C)CCC[Si](OCC)(OCC)C)(C)C [N,N-bis(trimethylsilyl)aminopropyl]methyldiethoxysilane